C(C1=CC=CC=C1)OC(=O)N[C@H](C(=O)O)[C@@H](CC)C1=CC=C(C=C1)F (2S,3S)-2-(((benzyloxy)carbonyl)amino)-3-(4-fluorophenyl)pentanoic acid